2-chloro-6-(2,2,2-trifluoro-ethoxy)pyrazine ClC1=NC(=CN=C1)OCC(F)(F)F